OC1CC(C1)OC1=NC=CC(=C1)N1C2CN(CC1CC2)C(=O)OC(C)(C)C tert-butyl 8-[2-[(1s,3s)-3-hydroxycyclobutoxy] pyridin-4-yl]-3,8-diazabicyclo[3.2.1]octane-3-carboxylate